O1CCC(CC1)COC1=CC=CC(=N1)S(=O)(=O)NC(=O)C=1C(=NC=CC1)N1C(CC(C1)C)(C)C N-[[6-(Tetrahydropyran-4-ylmethoxy)-2-pyridyl]sulfonyl]-2-(2,2,4-trimethylpyrrolidin-1-yl)pyridin-3-carboxamid